CC=1C=C(CNCC(CC=2NC(NC2)=O)O)C=C(C1)C 4-[3-(3,5-dimethylbenzylamino)-2-hydroxypropyl]-1,3-dihydroimidazol-2-one